NC(CCC(C(=O)OC(C)(C)C)C=1C(=NC2=CC=C(C=C2C1)Br)C)=O tert-butyl 5-amino-2-(6-bromo-2-methylquinolin-3-yl)-5-oxopentanoate